ClC1=CC(=C(N=N1)C(=O)OC)OC1=C(C=C(C=C1)C#N)C methyl 6-chloro-4-(4-cyano-2-methylphenoxy)pyridazine-3-carboxylate